trans-3-(3,4-dihydroisoquinolin-2(1H)-yl)piperidin-4-ol methyl-(5-methyl-1,3-oxazol-2-yl)acetate CC(C(=O)O[C@H]1[C@@H](CNCC1)N1CC2=CC=CC=C2CC1)C=1OC(=CN1)C